N-(4-chlorobenzyl)propionamide ClC1=CC=C(CNC(CC)=O)C=C1